C1C(CCCCCC)O1 1,2-epoxy-octane